Boc-asparagine C(=O)(OC(C)(C)C)N[C@@H](CC(N)=O)C(=O)O